(5-fluoro-2,4-dioxo-3,4-dihydropyrimidin-1(2H)-yl) methyl-n-eicosyloxyformate CC(CCCCCCCCCCCCCCCCCCC)OC(=O)ON1C(NC(C(=C1)F)=O)=O